ClC1=C(C=2C(=NC=C3C2N(C(N3C)=O)C3CC(C3)CC#N)N1COCC[Si](C)(C)C)C=1C=C3C=NN(C3=CC1)C 2-((1S,3S)-3-(7-chloro-3-methyl-8-(1-methyl-1H-indazol-5-yl)-2-oxo-6-((2-(trimethylsilyl)ethoxy)methyl)-3,6-dihydroimidazo[4,5-d]pyrrolo[2,3-b]pyridin-1(2H)-yl)cyclobutyl)acetonitrile